6-tert-butyl-3-ethylanisole C(C)(C)(C)C1=CC=C(C=C1OC)CC